CC1=NN(C(=C1)C)CCN(CC[C@@H](C(=O)O)NC1=NC=C(C=N1)F)CCCCC1=NC=2NCCCC2C=C1 (S)-4-((2-(3,5-dimethyl-1H-pyrazol-1-yl)ethyl)(4-(5,6,7,8-tetrahydro-1,8-naphthyridin-2-yl)butyl)amino)-2-((5-fluoropyrimidin-2-yl)amino)butanoic acid